C(C=C)(=O)NC(C(S(=O)(=O)O)(C)C)C 2-acrylamidodimethylpropanesulfonic acid